tert-butyl 6-cyclopropylmethyl-5-oxo-1,4,5,6-tetrahydropyrido[3,4-c][1,8]naphthyridine-3(2H)-carboxylate C1(CC1)CN1C(C2=C(C=3C=CC=NC13)CCN(C2)C(=O)OC(C)(C)C)=O